hexahydro-1H-cyclopenta[c]furan-5-amine C1OCC2C1CC(C2)N